C(C)N1C2=CC=CC=C2C=2C=C(C=CC12)N(C=C(C1=CC=C(C=C1)OC)C1=CC=C(C=C1)OC)C=C(C1=CC=C(C=C1)OC)C1=CC=C(C=C1)OC 9-ethyl-3-{N,N-bis[2,2-bis(4-methoxyphenyl)vinyl]amino}-9H-carbazole